di(tert-butylperoxyisopropyl)benzene CC(COOC(C)(C)C)C1=CC(=CC=C1)C(C)COOC(C)(C)C